2-[(4-fluorophenoxy)methyl]-6-(6-methyl-3-pyridinyl)imidazo[1,2-a]pyrimidine FC1=CC=C(OCC=2N=C3N(C=C(C=N3)C=3C=NC(=CC3)C)C2)C=C1